O=C1NC(CCC1N1C(C2=CC=CC(=C2C1=O)NCCOCCOCCOCCOC1=CC=C(C=C1)C1=CC(=CC(=N1)C=1OC=CC1)C1=CC=C(C=C1)C(=O)N)=O)=O 4-(6-{4-[(11-{[2-(2,6-dioxo-hexahydropyridin-3-yl)-1,3-dioxo-2,3-dihydro-1H-isoindol-4-yl]amino}-3,6,9-trioxaundec-1-yl)oxy]phenyl}-2-(furan-2-yl)pyridin-4-yl)benzene-1-carboxamide